tert-butyl ((2-bromo-5-(tetrahydro-2H-pyran-4-yl)thiazole-4-yl)methyl)(methyl)carbamate BrC=1SC(=C(N1)CN(C(OC(C)(C)C)=O)C)C1CCOCC1